C1N(CCC2=CC=CC=C12)C[C@H](CN1CC(OC2=C(C1=O)C=CC(=C2)OC2=CCN(C=C2)CCOC)C)O 4-[(2R)-3-(3,4-dihydro-1H-isoquinolin-2-yl)-2-hydroxy-propyl]-8-[[1-(2-methoxyethyl)-4-pyridinyl]oxy]-2-methyl-2,3-dihydro-1,4-benzoxazepin-5-one